FC(C(=O)O)(F)F.N1CC(C1)N1CCC(CC1)N1N=C2C=C(C(=CC2=C1)NC(C1=NC(=CC=C1)C(F)(F)F)=O)OC N-(2-(1-(azetidin-3-yl)piperidin-4-yl)-6-methoxy-2H-indazol-5-yl)-6-(trifluoromethyl)picolinamide trifluoroacetate